C1(=C(C(=CC2=CC=CC=C12)C#N)C#N)C#N naphthalenetricarbonitrile